C[Si](CCOCN1N=CC=2C1=NC=CC2)(C)C 1-[[2-(trimethylsilyl)ethoxy]methyl]pyrazolo[3,4-b]pyridin